(S)-N4-(6-methyl-5-phenylpyridin-2-yl)-N2-(piperidin-3-yl)-5-(trifluoromethyl)pyrimidine-2,4-diamine CC1=C(C=CC(=N1)NC1=NC(=NC=C1C(F)(F)F)N[C@@H]1CNCCC1)C1=CC=CC=C1